ClC=1C=C(NC2(CCC3(C(CC4=CC=CC=C34)CCOC3=CC(=NC=C3)F)CC2)C(=O)O)C=CC1 (1r,4r)-4-(3-Chloroanilino)-2'-{2-[(2-Fluoropyridin-4-yl)oxy]ethyl}-2',3'-dihydro-spiro[cyclohexane-1,1'-indene]-4-carboxylic acid